DIAZAFLUORENE C1C2=CC=CC=C2C3=C1N=NC=C3